FCCC=1C=NC=CC1 3-(2-fluoroethyl)pyridine